8-[4-chloro-6-(trifluoromethyl)-2-pyridyl]-N-(2,3-dihydro-1,4-benzoxazin-4-yl)-4-morpholino-quinoline-3-carboxamide ClC1=CC(=NC(=C1)C(F)(F)F)C=1C=CC=C2C(=C(C=NC12)C(=O)NN1CCOC2=C1C=CC=C2)N2CCOCC2